[2H]C([2H])([2H])N1CCNCC1 (trideuteriomethyl)piperazin